3-cyclopropyl-2-[(4-methoxy-1H-indole-2-carbonyl)amino]propanoic acid C1(CC1)CC(C(=O)O)NC(=O)C=1NC2=CC=CC(=C2C1)OC